C(#C)[C@H]1O[C@H](C[C@@H]1OC(C1=CC=CC=C1)(C1=CC=CC=C1)C1=CC=C(C=C1)OC)N1C2=NC(=NC(=C2N=C1)NC(C1=CC=CC=C1)(C1=CC=CC=C1)C1=CC=C(C=C1)OC)F (2R,3S,5R)-2-ethynyl-5-(2-fluoro-6-({(4-methoxyphenyl)diphenylmeth-yl}amino)-9H-purin-9-yl)-3-((4-methoxyphenyl)diphenylmethoxy)tetrahydrofuran